C(#N)N1C[C@]2(CC2C1)NC(C1=CC=C(C=C1)C=1C=NC=CC1OC1=CC=CC=C1)=O N-((1R)-3-Cyano-3-azabicyclo[3.1.0]hexan-1-yl)-4-(4-phenoxypyridin-3-yl)benzamid